C(=O)[C@H]1NC([C@@H](NC(CC(CCC\C=C/CC(C1)C(=O)N(C)C)CCCCCC)=O)CC(C)C)=O (2S,5S,Z)-5-formyl-14-hexyl-2-isobutyl-N,N-dimethyl-3,16-dioxo-1,4-diazacyclohexadec-9-ene-7-carboxamide